6-cyclopentyl-2-phenoxy-pyridine-3-carboxylic acid ethyl ester C(C)OC(=O)C=1C(=NC(=CC1)C1CCCC1)OC1=CC=CC=C1